4-methyl-5-trifluoromethyl-8-quinolinolate CC1=CC=NC2=C(C=CC(=C12)C(F)(F)F)[O-]